FC1=C2C(NC(N(C2=CC=C1)CC1=CC(=C(C=C1)F)C(=O)N1CCN(CC1)C1=CC=C(C=C1)NC1=NC=C2C(=N1)N(N(C2=O)C)C2=NC=CC=N2)=O)=O 5-fluoro-1-[[4-fluoro-3-[4-[4-[(2-methyl-3-oxo-1-pyrimidin-2-yl-pyrazolo[3,4-d]pyrimidin-6-yl)amino]phenyl]piperazine-1-carbonyl]phenyl]methyl]quinazoline-2,4-dione